C(=O)[C@H]([C@@H](C)OC)NC(OC(C)(C)C)=O tert-butyl N-[(1S,2R)-1-formyl-2-methoxy-propyl]carbamate